NC1=NC(=CC(=N1)C1=CCC2(CCNC2)CC1)O[C@@H](C(F)(F)F)C1=CC=C(C=C1)C1=CC(=CC=C1)OC 8-(2-Amino-6-((R)-2,2,2-trifluoro-1-(3'-methoxy-[1,1'-biphenyl]-4-yl)ethoxy)pyrimidin-4-yl)-2-azaspiro[4.5]dec-7-en